C(C1=CC=CC=C1)OC1C(CN(C1)C(=O)OC(C)(C)C)(C(F)(F)F)O tert-butyl 4-(benzyloxy)-3-hydroxy-3-(trifluoromethyl)pyrrolidine-1-carboxylate